3,3,3-Trifluoropropyltriphenyltin FC(CC[Sn](C1=CC=CC=C1)(C1=CC=CC=C1)C1=CC=CC=C1)(F)F